(9-(tetrahydro-2H-pyran-2-yl)-9H-purin-6-yl)benzaldehyde O1C(CCCC1)N1C2=NC=NC(=C2N=C1)C1=C(C=O)C=CC=C1